C(N)(=O)[C@H]1[C@@H](C1)CC(N1N=CC(=C1)C1=CC=[N+](C=C1)[O-])C1=[N+](C=C(C=C1)C1=C(C(=CC=C1N1N=NN=C1)Cl)F)[O-] |o1:3,4| 2-(2-((1S*,2R*)-2-Carbamoylcyclopropyl)-1-(4-(1-oxidopyridin-4-yl)-1H-pyrazol-1-yl)ethyl)-5-(3-chloro-2-fluoro-6-(1H-tetrazol-1-yl)phenyl)pyridine 1-oxide